OC1=CC=C2C(C(COC2=C1)C1=CC=CC=C1)C1=CC=C(C=C1)N1CCC(CC1)N1CCN(CC1)CC1=CC=C(C=N1)N1C(NC(CC1)=O)=O 1-(6-((4-(1-(4-(7-hydroxy-3-phenylchroman-4-yl)phenyl)piperidin-4-yl)piperazin-1-yl)methyl)pyridin-3-yl)dihydropyrimidine-2,4(1H,3H)-dione